Diphenyldiethoxy-silan C1(=CC=CC=C1)[Si](OCC)(OCC)C1=CC=CC=C1